C(#N)[C@H](CC(=O)OCC)CC(C)C Ethyl (S)-3-cyano-5-methylhexanoate